1-(4-bromo-7-chloro-2,6-naphthyridin-1-yl)ethan-1-one BrC1=CN=C(C2=CC(=NC=C12)Cl)C(C)=O